6-(6-ethynyl-4-methylpyridazin-3-yl)-7-methyl-5-(4-((4-methylpyrimidin-2-yl)oxy)phenyl)-7H-pyrrolo[2,3-d]pyrimidin-4-amine C(#C)C1=CC(=C(N=N1)C1=C(C2=C(N=CN=C2N)N1C)C1=CC=C(C=C1)OC1=NC=CC(=N1)C)C